N-cyclohexyl-4-[2-fluoro-5-[[6-oxo-4-(trifluoromethyl)-1H-pyridine-3-carbonyl]amino]-4-[rac-(3R,5S)-3,4,5-trimethylpiperazin-1-yl]phenyl]-N-methyl-1,3-thiazole-2-carboxamide C1(CCCCC1)N(C(=O)C=1SC=C(N1)C1=C(C=C(C(=C1)NC(=O)C1=CNC(C=C1C(F)(F)F)=O)N1C[C@H](N([C@H](C1)C)C)C)F)C |r|